O1CCN(CC1)C=1C=CC2=C(NC(=N2)C2=NNC3=CC=C(C=C23)C(=O)NC2=CC=C(C=C2)NC(OC(C)(C)C)=O)C1 tert-butyl (4-(3-(6-morpholino-1H-benzo[d]imidazol-2-yl)-1H-indazole-5-carboxamido)phenyl)carbamate